N-((5-(2,6-dioxopiperidin-3-yl)-4-oxo-5,6-dihydro-4H-thieno[3,4-c]pyrrol-1-yl)methyl)-2-(3-isopropyl-4-methoxyphenyl)acetamide O=C1NC(CCC1N1CC=2C(C1=O)=CSC2CNC(CC2=CC(=C(C=C2)OC)C(C)C)=O)=O